FC(C(=O)O)(F)F.FC1=C(COC2C[C@H]3CC[C@@H](C2)N3)C=CC(=C1)C(F)(F)F (1R,3R,5S)-3-((2-fluoro-4-(trifluoromethyl)benzyl)oxy)-8-azabicyclo[3.2.1]octane 2,2,2-trifluoroacetate